C(C)C=1OC(=C(C1O[Si](C)(C)C)O[Si](C)(C)C)C [(2-Ethyl-5-methylfuran-3,4-diyl)bis(oxy)]bis(trimethylsilane)